C(CCCCCCCCCCC)N1C(CCCCC1)=O N-Dodecyl-caprolactam